C1(CC1)CNCC1=NN=C(O1)C=1N(C=2C=CC=C(C2C1)N[C@H]1[C@H](CN(CC1)C)F)CC(F)(F)F 2-(5-(((cyclopropylmethyl)amino)methyl)-1,3,4-oxadiazol-2-yl)-N-((3S,4R)-3-fluoro-1-methylpiperidin-4-yl)-1-(2,2,2-trifluoroethyl)-1H-indol-4-amine